diethoxymethyl-(3-vinylphenyl)silane C(C)OC(OCC)[SiH2]C1=CC(=CC=C1)C=C